(2S,3S,4R)-3-ethyl-4-hydroxypyrrolidine-2-carboxylic acid methyl ester tosylate S(=O)(=O)(O)C1=CC=C(C)C=C1.COC(=O)[C@H]1NC[C@@H]([C@H]1CC)O